6-AMINO-5-(PYRIDIN-3-YL)NICOTINALDEHYDE NC1=NC=C(C=O)C=C1C=1C=NC=CC1